lithium-sulfide [S-2].[Li+].[Li+]